6-chlorofuro[3,4-c]pyridin-3(1H)-one ClC1=CC2=C(C=N1)C(OC2)=O